(2S)-3-[(cyclobutylmethyl)carbamoyl]-2-({[(9H-fluoren-9-yl)methoxy]carbonyl}amino)propanoic acid C1(CCC1)CNC(=O)C[C@@H](C(=O)O)NC(=O)OCC1C2=CC=CC=C2C=2C=CC=CC12